1-ethyl-2,3-dimethyl-imidazole bromine salt [Br].C(C)N1C(N(C=C1)C)C